FC(C=1C=C(C=CC1)[C@H]1[C@@H](CNC1)C(=O)O)(F)F trans-4-(3-trifluoromethyl-phenyl)-pyrrolidine-3-carboxylic acid